FC(OC1=CC=C(C=C1)S(=O)(=O)N1CC2=C(C1)CN(C2)C(C(CO)C2=CC=CC=C2)=O)F 1-(5-((4-(difluoromethoxy)phenyl)sulfonyl)-3,4,5,6-tetrahydropyrrolo[3,4-c]pyrrol-2(1H)-yl)-3-hydroxy-2-phenylpropan-1-one